(2S,4S)-4-[(6-bromo-4-methyl-2-pyridinyl)amino]pyrrolidine-1,2-dicarboxylic acid O1-benzyl O2-methyl ester COC(=O)[C@H]1N(C[C@H](C1)NC1=NC(=CC(=C1)C)Br)C(=O)OCC1=CC=CC=C1